5-(aminomethyl)-3-isopropyl-1-[4-(trifluoromethyl)phenyl]Pyrimidine-2,4-dione NCC=1C(N(C(N(C1)C1=CC=C(C=C1)C(F)(F)F)=O)C(C)C)=O